(6-((6-((R)-3-(2-ethoxyphenoxy)piperidin-1-yl)pyrazin-2-yl)amino)pyridin-2-yl)piperidine-3-carboxylic acid ethyl ester C(C)OC(=O)C1CN(CCC1)C1=NC(=CC=C1)NC1=NC(=CN=C1)N1C[C@@H](CCC1)OC1=C(C=CC=C1)OCC